2-((1S,2R)-1-(2-cyano-5-(trifluoromethyl)phenyl)-1-(1-methyl-1H-pyrazol-4-yl)propan-2-yl)-5-hydroxy-N-(isoxazol-4-yl)-1-methyl-6-oxo-1,6-dihydropyrimidine-4-carboxamide C(#N)C1=C(C=C(C=C1)C(F)(F)F)[C@H]([C@@H](C)C=1N(C(C(=C(N1)C(=O)NC=1C=NOC1)O)=O)C)C=1C=NN(C1)C